(S)-3-(5-(4-((1-(4-(7-(ethoxymethyl)-1-fluoro-3,8,9,10-tetrahydrocyclohepta[e]indazol-6-yl)phenyl)piperidin-4-yl)methyl)piperazin-1-yl)-1-oxoisoindolin-2-yl)piperidine-2,6-dione C(C)OCC1=C(C2=C(C=3C(=NNC3C=C2)F)CCC1)C1=CC=C(C=C1)N1CCC(CC1)CN1CCN(CC1)C=1C=C2CN(C(C2=CC1)=O)[C@@H]1C(NC(CC1)=O)=O